COCCS(=O)(=O)NC1=CNC2=CC=C(C=C12)OCCC1=CC=C(C=C1)C(F)(F)F 2-methoxy-N-(5-(4-(trifluoromethyl)phenethoxy)-1H-indol-3-yl)ethane-1-sulfonamide